C(C=C)(=O)N1[C@@H](COCC1)C=1C=C(C=C(C1)Cl)C1CNC(N(C1)C)=O 5-(3-((R)-4-acryloylmorpholin-3-yl)-5-chlorophenyl)-1-methyltetrahydropyrimidin-2(1H)-one